[Zn].[Ti].[Mn].[Ni] nickel-manganese-titanium-zinc